BrC=1C=C(C2=C(C=C([C@H](O2)C(F)(F)F)C=O)C1)C(F)(F)F (S)-6-bromo-8-(trifluoromethyl)-2-trifluoromethyl-2H-benzopyran-3-carbaldehyde